CCOC(=O)COC1=C(C(=C(C=C1)C1=CC(=CC=C1)C)OCC(=O)OCC)C bis(2-ethoxycarbonylmethoxy)-3,3'-dimethyl-biphenyl